[Zr].N=SC1=CC=C(C=C1)S imino-1,4-benzenedithiol zirconium